1-(oxolan-2-yl)-N-(5-{2-[4-(trifluoromethyl)phenyl]ethoxy}-1H-indol-3-yl)methanesulfonamide O1C(CCC1)CS(=O)(=O)NC1=CNC2=CC=C(C=C12)OCCC1=CC=C(C=C1)C(F)(F)F